N-methyl-quinoline iodonium salt [IH2+].CN1CC=CC2=CC=CC=C12